COC(=O)C1CCN(CC1)CC[C@H](C1=CC=C(C=C1)C=1C=NC(=C(C1)F)O)NC(=O)OC(C)(C)C.BrCC1=C(C(=C(C=C1)F)F)F 1-(bromomethyl)-2,3,4-trifluorobenzene methyl-(R)-1-(3-((tert-butoxycarbonyl)amino)-3-(4-(5-fluoro-6-hydroxypyridin-3-yl)phenyl)propyl)piperidine-4-carboxylate